2-hydroxybenzyl beta-D-glucopyranoside O([C@H]1[C@H](O)[C@@H](O)[C@H](O)[C@H](O1)CO)CC1=C(C=CC=C1)O